CC=1C=2C(C=NN1)=CN(C(C2)=O)C2CCN(CC2)C(=O)N2CCOCC2 1-methyl-6-(1-(morpholin-4-carbonyl)piperidin-4-yl)pyrido[3,4-d]pyridazin-7(6H)-one